ClC=1C(=C(C=CC1F)[C@@H](NC(=O)C1NC(NC1)=O)C1=NC=C(N=C1)OCC(F)(F)F)F |o1:8| N-((R or S)-(3-chloro-2,4-difluorophenyl)(5-(2,2,2-trifluoroethoxy)pyrazin-2-yl)methyl)-2-oxoimidazolidine-4-carboxamide